tert-Butyl N-[(1-{[4-(trifluoromethoxy)phenyl]carbamoyl}azetidin-3-yl)methyl]carbamate FC(OC1=CC=C(C=C1)NC(=O)N1CC(C1)CNC(OC(C)(C)C)=O)(F)F